Pyrroloquinoline N1C=CC=C2C=CC=3C(=C12)C=CN3